N-(7-fluoro-2,8-dimethylimidazo[1,2-a]pyridin-6-yl)-4-((2S)-2-methylpiperidin-4-yl)-2,3-dihydro-1H-pyrrolo[2,3-b]pyridine-1-carboxamide formate C(=O)O.FC1=C(C=2N(C=C1NC(=O)N1CCC=3C1=NC=CC3C3C[C@@H](NCC3)C)C=C(N2)C)C